N1,N4-bis(3-bromo-2-chloro-phenyl)-N1,N4-diphenyl-benzene-1,4-diamine BrC=1C(=C(C=CC1)N(C1=CC=C(C=C1)N(C1=CC=CC=C1)C1=C(C(=CC=C1)Br)Cl)C1=CC=CC=C1)Cl